ClC1=NC=CC(=C1C(C)O)Cl 1-(2,4-dichloropyridin-3-yl)ethan-1-ol